N1N=NC2=CC=CC=C12 triazaindene